(Z)-2-(3,4,4-trifluoro-4-((2-((4-(methylsulfonyl)benzyl)oxy)phenyl)thio)but-2-en-1-yl)isoindoline-1,3-dione F\C(=C/CN1C(C2=CC=CC=C2C1=O)=O)\C(SC1=C(C=CC=C1)OCC1=CC=C(C=C1)S(=O)(=O)C)(F)F